oxanone O1C(CCCC1)=O